ClC1=CC=C[C@H](N1C(C)C1=C(C(=CC=C1)C(F)(F)F)C)C (R)-6-chloro-2-methyl-N-(1-(2-methyl-3-(trifluoromethyl)phenyl)ethyl)pyridin